3-amino-3-(hydroxymethyl)pyrrolidine-1-carboxylic acid tert-butyl ester C(C)(C)(C)OC(=O)N1CC(CC1)(CO)N